CC(C=NCCOCCO)(COC(C)=O)C N-(2,2-dimethyl-3-acetoxypropylidene)-2-(2-amino-ethoxy)ethane-1-ol